N-(3-(6-(4-(3-aminopropoxy)phenyl)-7H-pyrrolo[2,3-d]pyrimidin-4-yl)-5-fluoro-2-methylphenyl)-2-fluoro-4-(2-hydroxypropan-2-yl)benzamide NCCCOC1=CC=C(C=C1)C1=CC2=C(N=CN=C2C=2C(=C(C=C(C2)F)NC(C2=C(C=C(C=C2)C(C)(C)O)F)=O)C)N1